(R)-2-(6-((1-ethylpiperidin-3-yl)amino)pyridazin-3-yl)-3-methyl-5-(trifluoromethyl)phenol C(C)N1C[C@@H](CCC1)NC1=CC=C(N=N1)C1=C(C=C(C=C1C)C(F)(F)F)O